[3-[[(1S,4S)-5-propan-2-yl-2,5-diazabicyclo[2.2.1]heptan-2-yl]methyl]-1-bicyclo[1.1.1]pentanyl]methanamine CC(C)N1[C@@H]2CN([C@H](C1)C2)CC21CC(C2)(C1)CN